1-(4-((2-aminoethoxy)methyl)piperidin-1-yl)ethan-1-one NCCOCC1CCN(CC1)C(C)=O